1-(propan-2-yl)-5-[3-(trifluoromethoxy)phenoxy]-1H-1,2,4-triazole CC(C)N1N=CN=C1OC1=CC(=CC=C1)OC(F)(F)F